C(CCCCCCC)(=O)OCC(OC(CCCCCCC)=O)COC(CCCCCCC)=O glycerine trioctanate